bis(8-oxo-8-(pentadecan-7-yloxy)octyl) 2-hydroxypentanedioate OC(C(=O)OCCCCCCCC(OC(CCCCCC)CCCCCCCC)=O)CCC(=O)OCCCCCCCC(OC(CCCCCC)CCCCCCCC)=O